[Si](C1=CC=CC=C1)(C1=CC=CC=C1)(C(C)(C)C)O[C@@H]1[C@](COC1)(C)N1CCC(CC1)I 1-((3R,4R)-4-((tert-butyldiphenylsilyl)oxy)-3-methyltetrahydrofuran-3-yl)-4-iodopiperidine